(E)-3-fluoro-2-hydroxy-5-(4-morpholinostyryl)benzaldehyde FC=1C(=C(C=O)C=C(C1)\C=C\C1=CC=C(C=C1)N1CCOCC1)O